tert-butyl 4-(4-hydroxyphenyl)-1,4-diazepan-1-carboxylate OC1=CC=C(C=C1)N1CCN(CCC1)C(=O)OC(C)(C)C